tert-butyl 2-(1H-pyrrolo[2,3-b]pyridin-5-yloxy)-4-(4-((2-(3-(1,1-difluoroethyl)bicyclo[1.1.1]pentan-1-yl)-4,4-dimethylcyclohex-1-enyl)methyl)piperazin-1-yl)benzoate N1C=CC=2C1=NC=C(C2)OC2=C(C(=O)OC(C)(C)C)C=CC(=C2)N2CCN(CC2)CC2=C(CC(CC2)(C)C)C21CC(C2)(C1)C(C)(F)F